CN(S(=O)(=O)C1=CC=C(C=C1)S(=O)(=O)NC1C(CCCCC1)N1CCN(CC1)C(=O)OC(C)(C)C)C tert-butyl 4-(2-((4-(N,N-dimethylsulfamoyl)phenyl)sulfonamido)cycloheptyl)piperazine-1-carboxylate